COC1=NC=C(C2=C1N=C(S2)NC(=O)N2CCC1(CNC(O1)=O)CC2)C2=CC=CC=C2 2-Oxo-1-oxa-3,8-diaza-spiro[4.5]decane-8-carboxylic acid (4-methoxy-7-phenyl-thiazolo[4,5-c]pyridin-2-yl)-amide